methyl-(3-methyl-4-nitrophenyl)sulfane CSC1=CC(=C(C=C1)[N+](=O)[O-])C